(S)-3-(hydroxymethyl)-N-(4-(2-(4-methoxyphenyl)-but-3-yn-2-yl)thiazol-2-yl)azetidine-1-carboxamide OCC1CN(C1)C(=O)NC=1SC=C(N1)[C@@](C)(C#C)C1=CC=C(C=C1)OC